ClC1=CC=C(C=C1)C[C@@H]1[C@@]([C@](CC1)(C(=O)OC)C)(CN1N=CN=C1)O Methyl (1S,2R,3R)-3-[(4-chlorophenyl)methyl]-2-hydroxy-1-methyl-2-(1H-1,2,4-triazol-1-ylmethyl)cyclopentanecarboxylate